tert-butyl 4-(6-hydroxyhexyl)-1,4-diazacycloheptane-1-carboxylate OCCCCCCN1CCN(CCC1)C(=O)OC(C)(C)C